[O].CO anti-methanol oxygen